(trifluoromethyl)pyrrolidine-1-carboxylic acid tert-butyl ester C(C)(C)(C)OC(=O)N1C(CCC1)C(F)(F)F